(3-(1-methyl-1H-benzo[d][1,2,3]triazol-6-yl)-1H-pyrrolo[2,3-b]pyridin-5-yl)(2-methyl-5,6-dihydroimidazo[1,2-a]pyrazin-7(8H)-yl)methanone CN1N=NC2=C1C=C(C=C2)C2=CNC1=NC=C(C=C12)C(=O)N1CC=2N(CC1)C=C(N2)C